FC1(CC(C1)(C)CN1N=C(C(=C1C(=O)O)C)C(C)(F)F)F 1-((3,3-Difluoro-1-methylcyclobutyl)methyl)-3-(1,1-difluoroethyl)-4-methyl-1H-pyrazole-5-carboxylic acid